[F-].C(CCCCCCCCCCC)[N+]1=CC=C(C=C1)CC 1-dodecyl-4-ethylpyridinium fluoride